(+-)-1-(2-TERT-BUTYL-1-CYCLOHEXYL-OXY)-2-BUTANOL C(C)(C)(C)C1C(CCCC1)OCC(CC)O